1-[4-(1-methylpyrazol-4-yl)-3,4-dihydro-1H-isoquinolin-2-yl]propan-1-one CN1N=CC(=C1)C1CN(CC2=CC=CC=C12)C(CC)=O